CC=1C=C(C=C(C1)C)NC1=NC=CC(=N1)C1=NN(C(=C1)C(=O)N[C@@H]1[C@H](CCCC1)O)C 3-{2-[(3,5-dimethylphenyl)amino]pyrimidin-4-yl}-N-[(1S,2S)-2-hydroxycyclohexyl]-1-methyl-1H-pyrazole-5-carboxamide